FC1=CC=C(C=N1)[C@H](C1CCN(CC1)C(=O)C=1C=CC2=C(NC(CO2)=O)C1)C1=CC=CC=C1 |o1:7| 6-[4-[(R or S)-(6-fluoro-3-pyridyl)-phenyl-methyl]piperidine-1-carbonyl]-4H-1,4-benzoxazin-3-one